ClC1=NC(=NC(=C1)OCC)S(=O)(=O)C 4-chloro-6-ethoxy-2-(methylsulfonyl)pyrimidine